N1(N=CC=C1)C1=C(CNC2=C3N=CN(C3=NC(=N2)N2CC(CC2)NC(OC(C)(C)C)=O)C(C)C)C=CC=C1 Tert-butyl (1-(6-((2-(1H-pyrazol-1-yl)benzyl)amino)-9-isopropyl-9H-purin-2-yl)pyrrolidin-3-yl)carbamate